tert-Butyl 6-(((trifluoromethyl)sulfonyl)oxy)-2-azaspiro[3.3]hept-5-ene-2-carboxylate FC(S(=O)(=O)OC1=CC2(CN(C2)C(=O)OC(C)(C)C)C1)(F)F